FC1=C(C=C(C=C1)NC(OCC1=CC=CC=C1)=O)C=O benzyl (4-fluoro-3-formylphenyl)carbamate